5-chloro-1-(2-methoxyethyl)-4-nitro-1H-pyrazole ClC1=C(C=NN1CCOC)[N+](=O)[O-]